BrC=1C(=C(N)C(=CC1)[N+](=O)[O-])C(F)(F)F 3-bromo-6-nitro-2-(trifluoromethyl)aniline